BrC1=CC(=C(C=C1)C(C)=O)N1N=C(C=C1C)C(F)F 1-(4-Bromo-2-(3-(difluoromethyl)-5-methyl-1H-pyrazol-1-yl)phenyl)ethan-1-one